C(C)C(COC(CCCCCCC(CN(CCCSSCCN1CCN(CC1)CCOC(CCCCN(CC(CCCCCCC(=O)OCCCC)O)CC(CCCCCCC(=O)OCCCC)O)=O)CC(CCCCCCC(OCC(CC)CC)=O)O)O)=O)CC Dibutyl 9,9'-((5-(2-(4-(2-((3-(bis(9-(2-ethylbutoxy)-2-hydroxy-9-oxononyl)amino)-propyl)disulfaneyl)ethyl)piperazin-1-yl)ethoxy)-5-oxopentyl)azanediyl)bis(8-hydroxynonanoate)